FC=1C=C(CC2=NC=C(C(=C2)N2N=C(C(=C2)C(=O)N)C)C)C=C(C1)C(F)(F)F 1-(2-(3-Fluoro-5-(trifluoromethyl)benzyl)-5-methylpyridin-4-yl)-3-methyl-1H-pyrazol-4-carboxamid